N[C@@H](C(=O)O)C1=NC(=CC=C1OC)C=O (2R)-2-AMINO-2-(6-FORMYL-3-METHOXY(2-PYRIDYL))ACETIC ACID